potassium 6-methyl-5,8-dioxo-5,6,7,8-tetrahydrobenzo[b][1,4]dioxine-6-sulfonate CC1(C(C2=C(OC=CO2)C(C1)=O)=O)S(=O)(=O)[O-].[K+]